bis(methyldiphenylphosphine) palladium (II) dichloride [Pd](Cl)Cl.CP(C1=CC=CC=C1)C1=CC=CC=C1.CP(C1=CC=CC=C1)C1=CC=CC=C1